1-(3,4,5-trimethoxyphenyl)-2-phenoxyethanol COC=1C=C(C=C(C1OC)OC)C(COC1=CC=CC=C1)O